(S)-tert-butyl 2-((tert-butoxycarbonyl)amino)-4-((2-cyclopentyl-2-oxoethyl)thio)butanoate C(C)(C)(C)OC(=O)N[C@H](C(=O)OC(C)(C)C)CCSCC(=O)C1CCCC1